C[C@@H]1[C@H]([C@@H](O[C@@]1(C(F)(F)F)C)C(=O)NC1=CC(=NC=C1)C(=O)N)C1=C2CCC(C2=C(C=C1)F)(F)F |r| rac-4-((2r,3s,4r,5s)-4,5-dimethyl-3-(1,1,7-trifluoro-2,3-dihydro-1H-inden-4-yl)-5-(trifluoromethyl)tetrahydrofuran-2-carboxamido)pyridineamide